2-[4-chloro-5-[2-(dimethylamino)ethyl]-6-oxo-pyridazin-1-yl]acetic acid ClC=1C=NN(C(C1CCN(C)C)=O)CC(=O)O